(±)-tert-butyl (5-((4-(1-((tert-butoxycarbonyl)amino)cyclopropyl)-3-((methylsulfinyl)methyl)phenyl)amino)-3-cyanopyrazolo[1,5-a]pyrimidin-7-yl)(cyclopropyl)carbamate C(C)(C)(C)OC(=O)NC1(CC1)C1=C(C=C(C=C1)NC1=NC=2N(C(=C1)N(C(OC(C)(C)C)=O)C1CC1)N=CC2C#N)C[S@](=O)C |r|